2-(methyl((1-methylpiperidin-4-yl)methyl)amino)-5-oxo-5H-thieno[3,2-b]pyran-6-carboxylic acid CN(C1=CC=2OC(C(=CC2S1)C(=O)O)=O)CC1CCN(CC1)C